FC1=C(C(=C2C=CNC2=C1F)S(=O)(=O)C)OC=1C=CC(=C(C1)C=1NC(=CN1)C1(CC(C1)(C)OC)C=1C=C(C=CC1)CCC(=O)OC)F Methyl 3-(3-((1r,3r)-1-(2-(5-((6,7-difluoro-4-(methylsulfonyl)-1H-indol-5-yl)oxy)-2-fluorophenyl)-1H-imidazol-5-yl)-3-methoxy-3-methylcyclobutyl)phenyl)propanoate